(2R)-2-(6-{5-chloro-2-[(oxacyclohexan-4-yl)amino]pyrimidin-4-yl}-1-oxo-2,3-dihydro-1H-isoindol-2-yl)-N-[(1S)-1-(3-fluoro-5-methoxyphenyl)-2-hydroxyethyl]propanamide ClC=1C(=NC(=NC1)NC1CCOCC1)C1=CC=C2CN(C(C2=C1)=O)[C@@H](C(=O)N[C@H](CO)C1=CC(=CC(=C1)OC)F)C